FC(C(=O)O)(F)F.N[C@H](COC1=CC=C(C=C1)C=1C=C2C(=CC=NC2=CC1)C(=O)NCC(=O)N1[C@@H](CC(C1)(F)F)C#N)CC1=CC2=CC=CC=C2C=C1 6-(4-((S)-2-amino-3-(naphthalen-2-yl)propoxy)phenyl)-N-(2-((S)-2-cyano-4,4-difluoropyrrolidin-1-yl)-2-oxoethyl)quinoline-4-carboxamide Trifluoroacetate salt